ClC=1C=C(C=CC1)N1N=CC(=C1)C=1C=C2C(=CNC2=CC1)NC(C(=O)NC)=O N1-(5-(1-(3-chlorophenyl)-1H-pyrazol-4-yl)-1H-indol-3-yl)-N2-methyloxalamide